4-(methylamino)-2-nitrobenzoic acid methyl ester COC(C1=C(C=C(C=C1)NC)[N+](=O)[O-])=O